C(#N)C=1C=CC2=C(N(C(=N2)NC(CC(C)(C)C)=O)C2CCC2)C1OC(F)(F)F N-(6-cyano-1-cyclobutyl-7-(trifluoromethoxy)-1H-benzo[d]imidazol-2-yl)-3,3-dimethylbutanamide